trans-2-[4-[4-(4-Chloro-2-methylsulfanylphenyl)-5-methyl-1,2,4-triazol-3-yl]cyclohexyl]oxypyridin ClC1=CC(=C(C=C1)N1C(=NN=C1C)[C@@H]1CC[C@H](CC1)OC1=NC=CC=C1)SC